2-[4-(dicyanomethylidene)-2,3,5,6-tetrafluorocyclohexa-2,5-dien-1-ylidene]propanedinitrile C(#N)C(=C1C(=C(C(C(=C1F)F)=C(C#N)C#N)F)F)C#N